L-2,6-dimethoxyhydroquinone COC1=C(O)C(=CC(=C1)O)OC